OC1(CCN(CC1)C(=O)C1=CC=C(C=C1)C1(C(NC(N1)=O)=O)C(C)C)C1=NC=C(C=C1C)C 5-[4-(4'-hydroxy-3,5-dimethyl-3',4',5',6'-tetrahydro-2'H-[2,4']bipyridinyl-1'-carbonyl)phenyl]-5-isopropylimidazolidine-2,4-dione